C(C)OC([C@@H](N=CC1=CC=C(C=C1)C1=CC=CC=C1)C(C)C)=O N-(4-phenylphenylmethylene)valine ethyl ester